NC1=NC2=C(C=3C=C(C=NC13)CCC1=C(C=C(OCCOCCC(F)(F)P(O)(O)=O)C=C1)C)C=CC(=C2)C 3-(2-(4-(2-(5-amino-8-methylbenzo[f][1,7]naphthyridin-2-yl)ethyl)-3-methylphenoxy)ethoxy)-1,1-difluoropropylphosphonic acid